(S)-1-(2,4-difluorophenyl)-1-(2-(1-(6-(1-methyl-1H-pyrazol-4-yl)pyrrolo[2,1-f][1,2,4]triazin-4-yl)-1,2,3,6-tetrahydropyridin-4-yl)pyrimidin-5-yl)ethan-1-amine FC1=C(C=CC(=C1)F)[C@@](C)(N)C=1C=NC(=NC1)C=1CCN(CC1)C1=NC=NN2C1=CC(=C2)C=2C=NN(C2)C